C1(=C(C(=CC(=C1)C)C)S(=O)(=O)/C=C/C(=O)C1=CC=CC=C1)C (E)-3-(mesityl-sulfonyl)-1-phenylprop-2-en-1-one